C(C)NC(C(=C)CC)=O N-ethylethyl-acrylamide